3-(3-hydroxybutyryloxy)butanoic acid OC(CC(=O)OC(CC(=O)O)C)C